CCCOCC1CO1 3-propylglycidyl ether